N-[(4S)-3,4-dihydro-2H-chromen-4-yl]-8-[(3R,5S)-3,5-dimethylpiperidin-1-yl]-7-fluoro-4-(propan-2-yl)quinoline-3-carboxamide O1CC[C@@H](C2=CC=CC=C12)NC(=O)C=1C=NC2=C(C(=CC=C2C1C(C)C)F)N1C[C@@H](C[C@@H](C1)C)C